N1=C(C=CC=C1)CNCC1=CC=C(C=C1)CN(C1CCCC=2C=CC=NC12)[C@H]1[C@@H](CCCC1)N N-(2-pyridinylmethyl)-N'-(trans-2-aminocyclohexyl)-N'-(5,6,7,8-tetrahydro-8-quinolinyl)-1,4-benzenedimethanamine